FC(C(=CCF)C(F)(F)F)(F)F 1,1,1,4-tetrafluoro-2-(trifluoromethyl)-2-butene